The molecule is an amino trisaccharide consisting of beta-D-galactopyranosyl, 2-acetamido-2-deoxy-2-O-sulfo-beta-D-glucopyranosyl and 2-acetamido-2-deoxygalactitol residues linked together in sequence by (1->3) glycosidic bonds. It is a N-acyl-hexosamine, an amino trisaccharide, a member of acetamides and an oligosaccharide sulfate. CC(=O)N[C@@H]1[C@H]([C@@H]([C@H](O[C@H]1O[C@H]([C@H](CO)NC(=O)C)[C@H]([C@@H](CO)O)O)COS(=O)(=O)O)O)O[C@H]2[C@@H]([C@H]([C@H]([C@H](O2)CO)O)O)O